CS(=O)(=O)NC=1C=C(C=CC1)NC(=O)C=1SC=C(C1)C(=O)NC1=CC=C(C=C1)C1=CC=NC=C1 N2-(3-(methylsulfonamido)phenyl)-N4-(4-(pyridin-4-yl)phenyl)thiophene-2,4-dicarboxamide